4-(4-((4'-chloro-5,5-dimethyl-3,4,5,6-tetrahydro-[1,1'-biphenyl]-2-yl)methyl)piperazin-1-yl)-2-((S)-3-methyl-2,3-dihydropyrrolo[3',2':5,6]pyrido[2,3-b][1,4]oxazin-1(6H)-yl)benzamide ClC1=CC=C(C=C1)C1=C(CCC(C1)(C)C)CN1CCN(CC1)C1=CC(=C(C(=O)N)C=C1)N1C2=C(O[C@H](C1)C)N=C1C(=C2)C=CN1